FC1=C(C=CC(=C1)N1CCC(CC1)N1CCCC1)N1C(=NC(=C1)C1=NC(=NC=C1C(F)(F)F)NC1CCN(CC1)S(=O)(=O)C)C 4-(1-(2-Fluoro-4-(4-(pyrrolidin-1-yl)piperidin-1-yl)-phenyl)-2-methyl-1H-imidazol-4-yl)-N-(1-(methyl-sulfonyl)piperidin-4-yl)-5-(trifluoro-methyl)pyrimidin-2-amine